C(C)NC(=O)C1=CC2=C(N(C(=N2)NC=2SC3=C(N2)C=CC(=C3)OC(F)(F)F)CC(C)C)C=C1 1-Isobutyl-2-(6-trifluoromethoxy-benzothiazol-2-ylamino)-1H-benzoimidazole-5-carboxylic acid ethylamide